COC1=NC=C(C(=N1)OC)C=1C=C(C=2N(N1)C=CN2)N2CC(CC2)C2=CC=C(C=C2)OC 6-(2,4-dimethoxypyrimidin-5-yl)-8-[3-(4-methoxyphenyl)pyrrolidin-1-yl]imidazo[1,2-b]pyridazine